FC1=CC(=C(C(=O)NC23CC(C2)(C3)C(F)(F)F)C=C1)NS(=O)(=O)C1=NC=CC=N1 4-fluoro-2-(pyrimidine-2-sulfonylamino)-N-(3-(trifluoromethyl)bicyclo[1.1.1]pentan-1-yl)benzamide